[2-Chloro-3-(3-fluoro-1H-pyrazol-4-yl)phenyl]-[(9aS)-3-(6-bromo-3-pyridyl)-3,4,6,7,9,9a-hexahydro-1H-pyrazino[2,1-c][1,4]oxazin-8-yl]methanon ClC1=C(C=CC=C1C=1C(=NNC1)F)C(=O)N1C[C@H]2COC(CN2CC1)C=1C=NC(=CC1)Br